C(C)(C)(C)C=1C=C(O[C@@H]2[C@@H](CN(CC2)C2=CC(N(C=3C=CC(=NC23)C#N)C)=O)CC)C=CC1 8-((3R,4S)-4-(3-(tert-butyl)phenoxy)-3-ethylpiperidin-1-yl)-5-methyl-6-oxo-5,6-dihydro-1,5-naphthyridine-2-carbonitrile